Methyl 4-[(3,3,4-trimethyl-1,1-dioxido-2,3-dihydro-1-benzothiophene-5-yl) carbonyl]-1H-pyrazole-5-yl-propane-1-sulfonate CC1(CS(C2=C1C(=C(C=C2)C(=O)C=2C=NNC2C(CC)S(=O)(=O)OC)C)(=O)=O)C